4,4'-(1H-1,2,4-triazole-1-ylmethylene)-bisbenzonitrile N1(N=CN=C1)C(C1=CC=C(C#N)C=C1)C1=CC=C(C#N)C=C1